C(C)(CC)OC(C)C isopropyl sec-butyl ether